C(C)(C)(C)N(C(O)=O)CC1=NN(C2=NC=CC(=C21)C(N)=O)C2=CC=C(C=C2)OC(F)(F)F.N(=C=O)C=2C=C(C=CC2)C2=NC=CC=N2 2-(3-isocyanatophenyl)pyrimidine tert-butyl-((4-carbamoyl-1-(4-(trifluoromethoxy)phenyl)-1H-pyrazolo[3,4-b]pyridin-3-yl)methyl)carbamate